tert-butyl 6-bromo-3-(2-ethoxy-2-oxoethyl)-5-methoxy-1H-pyrrolo[3,2-b]pyridine-1-carboxylate BrC=1C=C2C(=NC1OC)C(=CN2C(=O)OC(C)(C)C)CC(=O)OCC